ClC1=C(C[N+]#[C-])C=CC(=C1)F 2-CHLORO-4-FLUOROBENZYLISOCYANIDE